C1(CC1)C1=C(C(=NO1)C1=C(C=NC=C1Cl)Cl)C1=CC2(C1)CCN(CC2)C=2SC1=NC=CC=C1N2 2-(2-(5-Cyclopropyl-3-(3,5-dichloropyridin-4-yl)isoxazol-4-yl)-7-azaspiro[3.5]non-1-en-7-yl)thiazolo[5,4-b]pyridin